3-(4-chlorophenyl)-4-phenyl-N-((4-(trifluoromethyl)phenyl)sulfonyl)-4,5-dihydro-1H-pyrazole-1-carbothioamide ClC1=CC=C(C=C1)C1=NN(CC1C1=CC=CC=C1)C(NS(=O)(=O)C1=CC=C(C=C1)C(F)(F)F)=S